(dibenzofuranyl)(spirobifluorenyl)amine C1(=CC=CC=2OC3=C(C21)C=CC=C3)NC=3C2(C1=CC4=CC=CC=C4C1=CC3)C=CC=C3C1=CC=CC=C1C=C32